C(CCC)OC(=O)N(C(C(=O)OCC)CC1=CC=C(C=C1)Cl)CCC ethyl 2-((butoxycarbonyl)(propyl)amino)-3-(4-chlorophenyl)propanoate